4-(6-(4-Amino-4-(2,3-dihydro-1H-pyrrolo[3,2-b]pyridine-1-carbonyl)piperidin-1-yl)pyridin-3-yl)-6-(2-hydroxy-2-methylpropoxy)pyrazolo[1,5-a]pyridine-3-carbonitrile NC1(CCN(CC1)C1=CC=C(C=N1)C=1C=2N(C=C(C1)OCC(C)(C)O)N=CC2C#N)C(=O)N2CCC1=NC=CC=C12